FC(OC1=CC=C(C=C1)N1N=C(N=C1)C1=CC=C(CNNC(=O)OC(C)(C)C)C=C1)(F)F tert-Butyl 2-(4-(1-(4-(trifluoromethoxy)phenyl)-1H-1,2,4-triazol-3-yl)benzyl)hydrazine-1-carboxylate